2-(3-bromo-5-methoxyphenyl)ethan-1-amine BrC=1C=C(C=C(C1)OC)CCN